N-(2-fluoroethyl)-2-(piperidin-4-yl)pyrimidin-4-amine hydrochloride Cl.FCCNC1=NC(=NC=C1)C1CCNCC1